CCCCCCCCCCCCCCCC(=O)OC[C@H](COP(=O)([O-])OC[C@@H](C(=O)[O-])[NH3+])OC(=O)CC/C=C\\C/C=C\\C/C=C\\C/C=C\\C/C=C\\C/C=C\\CC The molecule is a phosphatidylserine 38:6 that is the conjugate base of hexadecanoyl-2-(4Z,7Z,10Z,13Z,16Z,19Z-docosahexaenoyl)-sn-glycero-3-phosphoserine; major species at pH 7.3. It is a conjugate base of a 1-hexadecanoyl-2-(4Z,7Z,10Z,13Z,16Z,19Z-docosahexaenoyl)-sn-glycero-3-phosphoserine.